(R)-6-{(1R,3aS,7aR,E)-4-[2-(Decylthio)ethylidene]-7a-methyloctahydro-1H-inden-1-yl}-2-methylheptan-2-ol C(CCCCCCCCC)SC\C=C/1\[C@@H]2CC[C@@H]([C@]2(CCC1)C)[C@@H](CCCC(C)(O)C)C